C(C)(=O)N(C1=C(C=C(C=C1)C1=CC=C(C=N1)C(=O)NCC1CCCCC1)Cl)CC1CC1 6-[4-[acetyl(cyclopropylmethyl)amino]-3-chloro-phenyl]-N-(cyclohexylmethyl)pyridine-3-carboxamide